BrC1=C2C=NN(C2=CC=C1F)C1CCC1 4-bromo-1-cyclobutyl-5-fluoroindazole